C(CC)P(OC)(OC)=O Dimethyl propylphosphonate